benzyl 4-(7-chloro-8-fluoro-2-(((2R,7aS)-2-fluorotetrahydro-1H-pyrrolizin-7a(5H)-yl)methoxy)pyrido[4,3-d]pyrimidin-4-yl)-4-ethylpiperidine-1-carboxylate ClC1=C(C=2N=C(N=C(C2C=N1)C1(CCN(CC1)C(=O)OCC1=CC=CC=C1)CC)OC[C@]12CCCN2C[C@@H](C1)F)F